CC(COC(CCC1=CC(=C(C(=C1)C)O)C(C)(C)C)=O)(C)C1OCC2(CO1)COC(OC2)C(COC(CCC2=CC(=C(C(=C2)C)O)C(C)(C)C)=O)(C)C 3,9-bis[1,1-dimethyl-2-{beta-(3-tert-butyl-4-hydroxy-5-methylphenyl)propionyloxy}ethyl]2,4,8,10-tetraoxaspiro[5.5]undecane